ClC1=C(C=C2C=C(N=CC2=C1)NC(=O)[C@H]1C(C1)C1CCOCC1)N1CCN(CC1)[C@]1(COC[C@H]1F)C (R)-N-[7-chloro-6-[4-((3S,4S)-4-fluoro-3-methyl-tetrahydrofuran-3-yl)piperazin-1-yl]-3-isoquinolinyl]-2-tetrahydropyran-4-yl-cyclopropanecarboxamide